5-hydroxy-2-iodobenzaldehyde OC=1C=CC(=C(C=O)C1)I